COC1=CC=C(C=N1)C1=NC=C(C=C1)CN1C2CN(CC1C2)C2=CC=C(C=N2)C2=NC(=CC(=N2)NC2=NNC(=C2)C)C 2-(6-(6-((6'-methoxy-[2,3'-bipyridyl]-5-yl)methyl)-3,6-diazabicyclo[3.1.1]heptan-3-yl)pyridin-3-yl)-6-methyl-N-(5-methyl-1H-pyrazol-3-yl)pyrimidin-4-amine